C(C=C)(=O)N1CC(C1)CN1C(C=NC2=CC(=C(C=C12)Cl)C1=C2C=CNC2=CC(=C1)F)=O 1-((1-acryloylazetidin-3-yl)methyl)-7-chloro-6-(6-fluoro-1H-indol-4-yl)quinoxalin-2(1H)-one